NCC1=NNC(C2=CC=C(C=C12)C1(CC1)C(=O)N([C@@H]1CCCC=2C=CC=NC12)CC1=NC=C(C=C1)C1=C(C=CC=C1F)F)=O (R)-1-(4-(aminomethyl)-1-oxo-1,2-dihydro-phthalazin-6-yl)-N-((5-(2,6-difluorophenyl)pyridin-2-yl)methyl)-N-(5,6,7,8-tetrahydroquinolin-8-yl)cyclopropane-1-carboxamide